4-amino-N-((6-bromo-3-pyridazinyl)methyl)-N-(cyclopropylmethyl)-1,3-dihydrofuro[3,4-c]quinoline-8-carboxamide NC1=NC=2C=CC(=CC2C2=C1COC2)C(=O)N(CC2CC2)CC=2N=NC(=CC2)Br